5-((5-(1-(2,2-Difluoroethyl)-1H-benzo[d][1,2,3]triazol-6-yl)pyrrolo[2,1-f][1,2,4]triazin-2-yl)amino)-1-methylpiperidin-2-one FC(CN1N=NC2=C1C=C(C=C2)C=2C=CN1N=C(N=CC12)NC1CCC(N(C1)C)=O)F